ClC1=NS(C2=C1C=CC=C2)(=O)=O 3-Chloro-1,2-benzisothiazole-1,1-dioxide